FC=1C(=NC(=NC1)N[C@H]1[C@H](COCC1)O)C=1C=C2C(=C(C=NC2=C(C1)F)C1(CCCC1)O)C(C)C (3R,4R)-4-((5-fluoro-4-(8-fluoro-3-(1-hydroxycyclopentyl)-4-isopropylquinolin-6-yl)pyrimidin-2-yl)amino)tetrahydro-2H-pyran-3-ol